(E)-2-(methylamino)propionamide sodium (3R,3'R)-4,4'-disulfanediylbis(3-aminobutane-1-sulfinate) S(SC[C@@H](CCS(=O)[O-])N)C[C@@H](CCS(=O)[O-])N.[Na+].CNC(C(=O)N)C.[Na+]